2-chloro-3-trifluoromethoxyphenol ClC1=C(C=CC=C1OC(F)(F)F)O